Tetrahydrobenzofuro[2,3-c]pyridine C1CNCC2=C1C3=CC=CC=C3O2